O=C1NC(CCC1N1C(C2=C3C(C(=CC=C13)CNC(CCCCCCCCCCC(=O)O)=O)=CC=C2)=O)=O 12-(((1-(2,6-dioxopiperidin-3-yl)-2-oxo-1,2-dihydrobenzo[cd]indol-6-yl)methyl)amino)-12-oxododecanoic acid